C(CC)N1C=C([C@H]2[C@H](O)[C@H](O)[C@@H](CO)O2)C(NC1=O)=O 1-propylpseudouridine